6-bromo-1-methyl-1,2,3-benzotriazole BrC=1C=CC2=C(N(N=N2)C)C1